5-(6-((7-ethyl-6-oxo-5,6-dihydro-1,5-naphthyridin-3-yl)methyl)-2,6-diazaspiro[3.3]hept-2-yl)-N-methylpyridineamide C(C)C=1C(NC=2C=C(C=NC2C1)CN1CC2(CN(C2)C=2C=CC(=NC2)C(=O)NC)C1)=O